N-(6-(2-(((1r,4r)-4-aminocyclohexyl)amino)quinazolin-6-yl)pyridazin-3-yl)-2-chlorobenzenesulfonamide NC1CCC(CC1)NC1=NC2=CC=C(C=C2C=N1)C1=CC=C(N=N1)NS(=O)(=O)C1=C(C=CC=C1)Cl